5-(1'-ethyl-6'-oxo-1',6'-dihydro-[3,3'-bipyridin]-5-yl)-1-methylindolin-2-one C(C)N1C=C(C=CC1=O)C=1C=NC=C(C1)C=1C=C2CC(N(C2=CC1)C)=O